tert-butyl (2-((tert-butyldimethylsilyl)oxy)ethyl)((5-((2-methyl-3-(4,4,5,5-tetramethyl-1,3,2-dioxaborolan-2-yl)phenyl)carbamoyl)pyrazin-2-yl)methyl)carbamate [Si](C)(C)(C(C)(C)C)OCCN(C(OC(C)(C)C)=O)CC1=NC=C(N=C1)C(NC1=C(C(=CC=C1)B1OC(C(O1)(C)C)(C)C)C)=O